2-(4-(bromomethyl)phenyl)oxazole BrCC1=CC=C(C=C1)C=1OC=CN1